COC=1C=C(\C=N\NC(=O)C2=NC(=CN=C2O)C2=CC=C(C=C2)OC)C=C(C1)OC (E)-N'-(3,5-dimethoxybenzylidene)-3-hydroxy-6-(4-methoxyphenyl)pyrazine-2-carbohydrazide